C(C)OC(=O)C1(C(CCC1)=O)CCCCCC=C.C(C=C)OC1=C(C=C(C=C1)C(C1=CC(=C(C=C1)OCC=C)OC)C1=CC(=C(C=C1)OCC=C)OC)OC tris(4-(allyloxy)-3-methoxyphenyl)methane ethyl-1-(hept-6-en-1-yl)-2-oxocyclopentane-1-carboxylate